(S)-3-cyano-N'-((4-cyano-2,6-diisopropylphenyl)carbamoyl)-5-(2-hydroxypropan-2-yl)benzenesulfonimidamide Di-tert-butyl-(1H-imidazole-1-thiocarbonyl)-L-glutamate C(C)(C)(C)[C@](N(C(=S)N1C=NC=C1)C(C)(C)C)(CCC(=O)O)C(=O)O.C(#N)C=1C=C(C=C(C1)C(C)(C)O)[S@](=O)(N)=NC(NC1=C(C=C(C=C1C(C)C)C#N)C(C)C)=O